CN(C(=O)NC1=CC(=CC=C1)C(F)(F)F)C1=CC=2OC(C(=CC2S1)C(=O)O)=O 2-(1-methyl-3-(3-(trifluoromethyl)phenyl)ureido)-5-oxo-5H-thieno[3,2-b]pyran-6-carboxylic acid